10-pinanamine C12C(CCC(C1(C)C)C2)CN